(methacryloyloxy)propyltrimethyloxysilane Aluminium [Al].C(C(=C)C)(=O)OCCC[Si](OC)(OC)OC